L-2,4-diaminobutyrate N[C@H](C(=O)[O-])CCN